[Co+2].C12=CC=C(N1)C=C1C=CC(=N1)C=C1C=CC(N1)=CC=1C=CC(N1)=C2 23H-porphyrin cobalt (II)